FC1=C(C=C(C=C1C)C1=C(C=CC=C1C)C)[C@H](CC(=O)O)NC(C(CCC)N1C(C(=CC(=C1)CCN1CC(C1)F)F)=O)=O (3S)-3-(4-fluoro-2',5,6'-trimethyl-[1,1'-biphenyl]-3-yl)-3-(2-(3-fluoro-5-(2-(3-fluoroazetidin-1-yl)ethyl)-2-oxopyridin-1(2H)-yl)pentanamido)propanoic acid